ClC1=CC=C(N=N1)OCC=1C(=NOC1CC)C=1C=NC(=CC1)C 4-((6-chloropyridazin-3-yl)oxymethyl)-5-ethyl-3-(6-methyl-3-pyridinyl)isoOxazole